3-(7-((1-(1H-Pyrrolo[2,3-b]pyridine-3-carbonyl)piperidin-4-yl)oxy)-1-methyl-1H-indazol-3-yl)piperidine-2,6-dione N1C=C(C=2C1=NC=CC2)C(=O)N2CCC(CC2)OC=2C=CC=C1C(=NN(C21)C)C2C(NC(CC2)=O)=O